perylene-3,9-dicarboxylic chloride C1=CC(=C2C=CC=C3C4=CC=C(C5=CC=CC(C1=C23)=C45)C(=O)Cl)C(=O)Cl